1-cyclopentyl-5-{3-[3-(trifluoromethyl)phenyl]-1,2,4-oxadiazol-5-yl}-1H-1,2,3-benzotriazole C1(CCCC1)N1N=NC2=C1C=CC(=C2)C2=NC(=NO2)C2=CC(=CC=C2)C(F)(F)F